FC(C(CC)OC1=CC=C(C=N1)C=1N=CC(=NC1)NN)(F)F [5-[6-[1-(trifluoromethyl)propoxy]-3-pyridyl]pyrazin-2-yl]hydrazine